BrC=1C(=C2C(=NC1)N=C(N2)C2=C(N(C(=C2)C)C=2C=C(C=CC2C)C(=O)N2CCOCC2)C)N[C@@H]2CN(CC2)S(=O)(=O)CC (3-(3-(6-bromo-7-(((S)-1-(ethyl-sulfonyl)pyrrolidine-3-yl)amino)-1H-imidazo[4,5-b]pyridine-2-yl)-2,5-dimethyl-1H-pyrrol-1-yl)-4-methylphenyl)(morpholino)methanone